(R)-2-BROMO-2-METHYLCYCLOHEXANONE Br[C@]1(C(CCCC1)=O)C